BrC1=C2C=CC(=CC2=CC=C1)C1=NC(=NO1)C1=C(C(=O)O)C=CC=C1 (5-(5-bromonaphthalen-2-yl)-1,2,4-oxadiazol-3-yl)benzoic acid